C12(CC3CC(CC(C1)C3)C2)CS(=O)(=O)NC(=O)C=2N=NC(=CC2)N2CCN(CC2)C(=O)C=2C=NC=C(C2)C#CC2=CC(=CC=C2)O N-(1-Adamantylmethylsulfonyl)-6-[4-[5-[2-(3-hydroxyphenyl)ethynyl]pyridine-3-carbonyl]piperazin-1-yl]pyridazine-3-carboxamide